S-(4-isopropyl-1-methylcyclohex-2-en-1-yl)cysteine C(C)(C)C1C=CC(CC1)(C)SC[C@H](N)C(=O)O